1-(5-{[(5-Chlorothiophen-2-yl)methyl]amino}-3-{4-[2-(morpholin-4-yl)-2-oxoethyl]piperazin-2-yl}-1H-pyrazol-1-yl)-2,2-dimethylpropan-1-on ClC1=CC=C(S1)CNC1=CC(=NN1C(C(C)(C)C)=O)C1NCCN(C1)CC(=O)N1CCOCC1